tert-butyl (3-(5-bromo-2-methyl-2H-1,2,3-triazol-4-yl)oxetan-3-yl)carbamate BrC=1C(=NN(N1)C)C1(COC1)NC(OC(C)(C)C)=O